3-(((3-methoxybenzyl)(4-(2-(2-(3-methoxyphenoxy)ethoxy)ethoxy)phenyl)amino)methyl)-N,N-dimethylaniline COC=1C=C(CN(C2=CC=C(C=C2)OCCOCCOC2=CC(=CC=C2)OC)CC=2C=C(N(C)C)C=CC2)C=CC1